5-(3,5-Bis((E)-3-methoxybenzylmethylene)-4-oxopiperidin-1-yl)-5-oxo-N-(4-sulfonylphenyl)pentanamide COC=1C=C(C\C=C\2/CN(C\C(\C2=O)=C/CC2=CC(=CC=C2)OC)C(CCCC(=O)NC2=CCC(C=C2)=S(=O)=O)=O)C=CC1